CN([C@H]1CN(CC1)C1=C(C=C(C(=C1)OC)NC1=NC=NC(=C1)N1OCC[C@@H]1CC1=C(C(=CC=C1)F)C)NC(C=C)=O)C N-(2-((R)-3-(dimethylamino)pyrrolidine-1-yl)-5-((6-((S)-3-(3-fluoro-2-methylbenzyl)isoxazolidine-2-yl)pyrimidine-4-yl)amino)-4-methoxyphenyl)acrylamide